CC(CC[C@@H](C(=O)O)N[C@@H](C)C1=CC=CC=C1)(C)C (S)-5,5-dimethyl-2-(((S)-1-phenylethyl)amino)hexanoic acid